O=C1NC(CCC1N1C(N(C2=C1C=CC=C2C#CCCCCCCC(=O)O)C)=O)=O 9-[1-(2,6-dioxopiperidin-3-yl)-3-methyl-2-oxo-1,3-benzodiazol-4-yl]non-8-ynoic acid